C[Si](C(C)C=1C(=C(C(=C(C1)[SiH](C)C)CC[SiH2]CNCCC[Si](OC)(OC)C)N(CC)CC)[SiH](C)C)(OC)OC 1-methyldimethoxysilylethyldimethylsilyl-3-(diethylamino)(methyldimethoxysilylpropylamino)methylsilylethyldimethylsilylbenzene